tert-Butyl 2-(4-amino-2-nitrobenzoyl)hydrazine-1-carboxylate NC1=CC(=C(C(=O)NNC(=O)OC(C)(C)C)C=C1)[N+](=O)[O-]